N[C@H]1CN(CCC1)C(=O)C1=NN(C(=C1)C1=CC=C(C#N)C=C1)C1=C(C=C(C=C1)C)F (R)-4-(3-(3-aminopiperidine-1-carbonyl)-1-(2-fluoro-4-methylphenyl)-1H-pyrazol-5-yl)benzonitrile